(S)-N-(3-fluoro-4-((3-((1-methoxypropan-2-yl)amino)-1H-pyrazolo[3,4-b]pyridin-4-yl)oxy)phenyl)-1-(4-fluorophenyl)-6-methyl-2-oxo-1,2-dihydropyridine-3-carboxamide FC=1C=C(C=CC1OC1=C2C(=NC=C1)NN=C2N[C@H](COC)C)NC(=O)C=2C(N(C(=CC2)C)C2=CC=C(C=C2)F)=O